(2-((1-(2-(6,6-dimethyl-4,5,6,7-tetrahydro-1H-indazol-3-yl)-1H-indole-5-carbonyl)piperidin-4-yl)methyl)-1,2,3,4-tetrahydroisoquinolin-6-yl)piperidine-2,6-dione CC1(CCC=2C(=NNC2C1)C=1NC2=CC=C(C=C2C1)C(=O)N1CCC(CC1)CN1CC2=CC=C(C=C2CC1)N1C(CCCC1=O)=O)C